6-[5-(Difluoromethyl)-1,3,4-oxadiazol-2-yl]-2-[(1R,2R)-2-hydroxy-1,2-di(pyridin-2-yl)ethyl]-2,3-dihydro-1H-isoindol-1-one FC(C1=NN=C(O1)C1=CC=C2CN(C(C2=C1)=O)[C@@H]([C@H](C1=NC=CC=C1)O)C1=NC=CC=C1)F